(15z,18z)-N,N-dimethyl-6-((9z,12z)-octadecane-9,12-dien-1-yl)tetracosan-4,15,18-trien-1-amine CN(CCCC=CC(CCCCCCCC\C=C/C\C=C/CCCCC)CCCCCCCC\C=C/C\C=C/CCCCC)C